3-(4-(7H-Pyrrolo[2,3-d]pyrimidin-4-yl)-1H-pyrazol-1-yl)-3-cyclopentylpropanamide N1=CN=C(C2=C1NC=C2)C=2C=NN(C2)C(CC(=O)N)C2CCCC2